C(C)(C)C1=NN(C=C1)C=1C=CC(=C(O\C(\C(=O)[O-])=C/OC)C1)C (Z)-2-[5-(3-isopropylpyrazol-1-yl)-2-methyl-phenoxy]-3-methoxy-prop-2-enoate